FC1=C(C(=CC=C1)F)C1=NC(=C2N1C=CN=C2OC)NC2=CC=C(C=C2)C(C(=O)OC(C)(C)C)(C)C Tert-butyl 2-(4-((3-(2,6-difluorophenyl)-8-methoxyimidazo[1,5-a]pyrazin-1-yl) amino) phenyl)-2-methylpropionate